[Co].[Ni].C(C)(C)(C)OC(=O)NC(=N)N(OC(C1=CC(=CC(=C1)[N+](=O)[O-])[N+](=O)[O-])=O)C(=O)OC(C)(C)C N,N'-Di-t-Butoxycarbonyl-N'-(3,5-dinitrobenzoyloxy)guanidine Nickel-Cobalt